sodium 1,2-dihydroxy-3-propyl-sulfonate OCC(CS(=O)(=O)[O-])O.[Na+]